BrC=1C=C2C=CCC2=CC1F 5-Bromo-6-fluoro-1H-indene